(S)-4-(2-(4-Aminoazepan-1-yl)-6-(2-fluoro-6-(trifluoromethyl)phenyl)quinazolin-4-yl)-2-fluorobenzonitrile N[C@@H]1CCN(CCC1)C1=NC2=CC=C(C=C2C(=N1)C1=CC(=C(C#N)C=C1)F)C1=C(C=CC=C1C(F)(F)F)F